ClC1=C2C(=NC(=N1)Cl)N(N=C2)CC 4,6-dichloro-1-ethyl-pyrazolo[3,4-d]Pyrimidine